F[C@@H]1CNCC[C@H]1OCC#CC1=CC=CC=2N(C(N(C21)C)=O)C2C(NC(CC2)=O)=O 3-[4-[3-[[(3R,4R)-3-fluoro-4-piperidinyl]oxy]prop-1-ynyl]-3-methyl-2-oxo-benzimidazol-1-yl]piperidine-2,6-dione